[I-].C(C)N(C=1C=C2OC3=CC(C(=CC3=NC2=CC1)/C=C/C1=CCN(C=C1)CCCCCCCC)=O)CC (E)-4-(2-(7-(diethylamino)-3-oxo-3H-phenoxazin-2-yl)vinyl)-1-octylpyridine iodide